beryllium-iron-uranium [U].[Fe].[Be]